Racemic-3-(3-chloro-4-fluorophenyl)-1-(1-(8-fluoro-2-methyl-1-oxo-1,2-dihydroisoquinolin-4-yl)ethyl)-1-methylurea ClC=1C=C(C=CC1F)NC(N(C)[C@H](C)C1=CN(C(C2=C(C=CC=C12)F)=O)C)=O |r|